C12CNCC(CC1)N2C=2SC=1CN(CCC1N2)C(COC2=C(C=CC=C2)OC(C)C)=O 1-(2-(3,8-diazabicyclo[3.2.1]octan-8-yl)-6,7-dihydrothiazolo[5,4-c]pyridin-5(4H)-yl)-2-(2-isopropoxyphenoxy)ethan-1-one